3-(4-(3,8-diazabicyclo[3.2.1]octan-3-yl)-2-(((S)-1-methylpyrrolidin-2-yl)methoxy)-5,8-dihydropyrido[3,4-d]pyrimidin-7(6H)-yl)-5-chloro-4-(trifluoromethyl)aniline C12CN(CC(CC1)N2)C=2C1=C(N=C(N2)OC[C@H]2N(CCC2)C)CN(CC1)C=1C=C(N)C=C(C1C(F)(F)F)Cl